3-OXALURIC ACID C(=O)(C(=O)O)NC(=O)N